N-(4-fluoro-3-methylphenyl)-5-(2-((3-hydroxy-2,2-dimethylpropyl)amino)-2-oxoacetyl)-1,2,4-trimethyl-1H-pyrrole-3-carboxamide FC1=C(C=C(C=C1)NC(=O)C1=C(N(C(=C1C)C(C(=O)NCC(CO)(C)C)=O)C)C)C